COCC1=CNC2=CC=CC=C12 3-(methoxymethyl)-1H-indole